C(O[C@H]1[C@](O[C@@H]([C@H]1OC(OC)=O)COC(=O)OC(C)C)(C#N)C1=CC=C2C(=NC=NN21)N)(OC)=O (2R,3R,4R,5R)-2-(4-aminopyrrolo[2,1-f][1,2,4]triazin-7-yl)-2-cyano-5-(((isopropoxycarbonyl)oxy)methyl)tetrahydrofuran-3,4-diyl dimethyl bis(carbonate)